C1(CCCCC1)N=C=NC1CCCCC1 N,N'-di-cyclohexylcarbodiimide